C(C)(C)(C)OC(=O)N1C(CNCC1)C1CCC(CC1)C=O (4-Formylcyclohexyl)piperazine-1-carboxylic acid tert-butyl ester